O=C1C(=CC(C2=CC=CC=C12)=O)C(C=O)(C)C 2-(1,4-dioxo-1,4-dihydronaphthalene-2-yl)-2-methylpropanaldehyde